C(CCCCCCCCCCC)(=O)OCC(COC(CCCCCCCCCCC)=O)(C)NC(=O)OC(C)(C)C 2-((tert-Butoxycarbonyl)amino)-2-methylpropane-1,3-diol di(dodecanoate)